C(=O)(O)C1C(C(C(CC1C(F)(F)F)=O)OC(C)(C)C)=O.[Na] sodium 4-carboxy-tert-butoxy-5-trifluoromethyl-cyclohexane-1,3-dione